(3-cyclopropyl-5-(trifluoromethyl)phenyl)methylamine C1(CC1)C=1C=C(C=C(C1)C(F)(F)F)CN